FC=1C=C2C=CC=NC2=C(C1)N 6-fluoroquinolin-8-amine